Acetic acid 3-(4,5-dihydro-naphtho[1,2-d]thiazol-2-yl)-2-oxo-2H-chromen-7-yl ester N1=C(SC2=C1C1=CC=CC=C1CC2)C=2C(OC1=CC(=CC=C1C2)OC(C)=O)=O